C1(CCCCCCCCO1)=O nonanolide